BrC1=C(C=O)C=CN=C1 3-bromoisonicotinaldehyde